COC([C@@H](CC(C(C)=O)C1=CC(=CC=C1)Cl)NC(=O)OC(C)(C)C)=O (2R)-2-((tert-Butoxycarbonyl)amino)-4-(3-chlorophenyl)-5-oxohexanoic acid methyl ester